1-(9Z-heptadecenoyl)-2-(7Z,10Z,13Z,16Z-docosatetraenoyl)-glycero-3-phospho-(1'-sn-glycerol) CCCCCCC/C=C\CCCCCCCC(=O)OC[C@H](COP(=O)(O)OC[C@H](CO)O)OC(=O)CCCCC/C=C\C/C=C\C/C=C\C/C=C\CCCCC